ClC1=CC=C(C(=N1)C(=O)O)N[C@H](C)C1=C2N=C(C(=NC2=CC(=C1)C)C#N)C1=CC=C(C=C1)F (R)-6-chloro-3-((1-(2-cyano-3-(4-fluorophenyl)-7-methylquinoxalin-5-yl)ethyl)amino)picolinic acid